S(N)(OC[C@@H]1[C@H](C[C@@H](C1)NC1=NC=NC=C1C(=O)C=1OC(=C(C1)CC1=CC(=CC=C1)Br)C)O)(=O)=O [(1R,2S,4R)-4-({5-[4-(3-bromobenzyl)-5-methyl-2-furoyl]pyrimidin-4-yl}amino)-2-hydroxycyclopentyl]methyl sulfamate